NC=1SC(=CN1)CN1CCN(CC1)CC(=O)NC=1C=C(C=CC1)C 2-(4-((2-aminothiazol-5-yl)methyl)piperazin-1-yl)-N-(m-tolyl)acetamide